BrC=1C(=CC(=C(C1)/C=C(/C(=O)[O-])\C#N)OCC1=CC(=CC=C1)C#N)OCC=1C(=C(C=CC1)C1=CC=CC=C1)C (E)-3-(5-bromo-2-((3-cyanobenzyl) oxy)-4-((2-methyl-[1,1'-biphenyl]-3-yl) methoxy) phenyl)-2-cyanoacrylate